5-(diaminomethylene)-1-(2,4-dioxo-1,3-diazadispiro[4.1.57.15]tridecan-10-yl)-3-propylpyrimidine-2,4,6(1H,3H,5H)-trione NC(=C1C(N(C(N(C1=O)C1CCC2(CC3(C(NC(N3)=O)=O)C2)CC1)=O)CCC)=O)N